C(N)(=N)C=1C=C(SC1)[C@@H](C)NC(=O)[C@H]1N(CC(C1)=C(F)F)C(CNC(=O)C=1C=CC=2C(C3=CC=CC=C3C2C1)(F)F)=O (S)-N-((R)-1-(4-carbamimidoylthiophen-2-yl)ethyl)-1-((9,9-difluoro-9H-fluorene-3-carbonyl)glycyl)-4-(difluoromethylene)pyrrolidine-2-carboxamide